Methyl 4-((4-(((tert-butoxycarbonyl)(2-phenylcyclopropyl)amino)methyl)piperidin-1-yl) sulfonyl)benzoate C(C)(C)(C)OC(=O)N(C1C(C1)C1=CC=CC=C1)CC1CCN(CC1)S(=O)(=O)C1=CC=C(C(=O)OC)C=C1